N-(2-((6-chloropyridin-3-yl)methoxy)-4-(4,4,5,5-tetramethyl-1,3,2-dioxaborolan-2-yl)phenyl)-1,1-difluoromethanesulfonamide ClC1=CC=C(C=N1)COC1=C(C=CC(=C1)B1OC(C(O1)(C)C)(C)C)NS(=O)(=O)C(F)F